C[C@@H]1N(CCN(C1)C)CC(=O)NC=1N=CC2=CC=C(C=C2C1)C1=CN=CS1 (S)-2-(2,4-dimethylpiperazin-1-yl)-N-(6-(thiazol-5-yl)isoquinolin-3-yl)acetamide